3-((3-methacrylamidopropyl)dimethylammonio)propane-1-sulfonate C(C(=C)C)(=O)NCCC[N+](CCCS(=O)(=O)[O-])(C)C